4-amino-benzoylcarbamate NC1=CC=C(C(=O)NC([O-])=O)C=C1